FC1=C(C(=O)NC=2SC3=C(N2)C(=CC=C3)OC)C(=CC(=C1)C(=O)N1CCNCC1)F 2,6-difluoro-N-(4-methoxybenzo[d]thiazol-2-yl)-4-(piperazine-1-carbonyl)benzamide